NC=1N=NC(=CC1C1=NC=CC(=C1)C1CCN(CC1)C(=O)OC(C)(C)C)C1=C(C=CC=C1)O tert-butyl 4-[2-[3-amino-6-(2-hydroxyphenyl)pyridazin-4-yl]-4-pyridyl]piperidine-1-carboxylate